FC=1C=NC(=NC1)C=1C=C(C=CC1C)NC(=O)[C@@H]1N(C[C@@H](C1)C(F)(F)F)C1=NN(C=N1)C (2R,4R)-N-(3-(5-fluoropyrimidin-2-yl)-4-methylphenyl)-1-(1-methyl-1H-1,2,4-triazol-3-yl)-4-(trifluoromethyl)pyrrolidine-2-carboxamide